5-chloro-3-((4-(1-fluoroethyl)-6-methoxypyrimidin-5-yl)oxy)-2-methylbenzonitrile ClC=1C=C(C(=C(C#N)C1)C)OC=1C(=NC=NC1OC)C(C)F